(S)-1-(4-(6,8-difluoro-7-(8-chloro-7-fluoronaphthalen-1-yl)-2-((tetrahydro-1H-pyrrolizin-7a(5H)-yl)methoxy)quinazolin-4-yl)-3-methylpiperazin-1-yl)prop-2-en-1-one FC=1C=C2C(=NC(=NC2=C(C1C1=CC=CC2=CC=C(C(=C12)Cl)F)F)OCC12CCCN2CCC1)N1[C@H](CN(CC1)C(C=C)=O)C